tert-Butyl ((1r,4r)-4-((4-bromophenyl)amino)cyclohexyl)carbamate CC(C)(C)OC(=O)NC1CCC(CC1)NC2=CC=C(C=C2)Br